5-(pyrazin-2-yl)-1,3,4-oxadiazole N1=C(C=NC=C1)C1=NN=CO1